FC1=C(C(=C(C(=C1[B-](C1=C(C(=C(C(=C1F)F)F)F)F)(C1=C(C(=C(C(=C1F)F)F)F)F)C1=C(C(=C(C(=C1F)F)F)F)F)F)F)F)F.C(C)[Si+](CC)CC triethylsilicon tetrakis(pentafluorophenyl)borate